tert-Butyl 4-{4-[5-(ethoxycarbonyl)-4,5-dihydro-1,2-oxazol-3-yl]-1,3-thiazol-2-yl}piperidin-1-carboxylate C(C)OC(=O)C1CC(=NO1)C=1N=C(SC1)C1CCN(CC1)C(=O)OC(C)(C)C